(3-(chloromethyl)azetidin-3-yl)methanol ClCC1(CNC1)CO